tert-butyl (4aR,7R,8aS)-7-((S)-1-(4-fluorophenyl)-1,2,3,4-tetrahydroisoquinoline-2-carbonyl)hexahydropyrano[3,4-b][1,4]thiazine-1(5H)-carboxylate FC1=CC=C(C=C1)[C@@H]1N(CCC2=CC=CC=C12)C(=O)[C@H]1C[C@H]2[C@@H](SCCN2C(=O)OC(C)(C)C)CO1